COC1=NC2=C(N1CCCN(C(OC(C)(C)C)=O)C)C(=CC=C2)B2OC(C(O2)(C)C)(C)C tert-butyl N-[3-[2-methoxy-7-(4,4,5,5-tetramethyl-1,3,2-dioxaborolan-2-yl)benzimidazol-1-yl]propyl]-N-methyl-carbamate